tert-butyl 6-[4-(3-pyrazin-2-yl-2-pyridyl)piperazin-1-yl]-2-azaspiro[3.4]octane-2-carboxylate N1=C(C=NC=C1)C=1C(=NC=CC1)N1CCN(CC1)C1CC2(CN(C2)C(=O)OC(C)(C)C)CC1